2-((1-(5-(3-cyanophenyl)-9-methyl-[1,2,4]triazolo[4,3-c]quinazolin-7-yl)ethyl)amino)benzoic acid C(#N)C=1C=C(C=CC1)C1=NC=2C(=CC(=CC2C=2N1C=NN2)C)C(C)NC2=C(C(=O)O)C=CC=C2